BrC=1N=C(C(=NC1)N)OC=1C=NN(C1)C1CN(C1)S(=O)(=O)C1=CC=CC=C1 5-bromo-3-(1-(1-(phenylsulfonyl)azetidin-3-yl)-1H-pyrazol-4-yloxy)pyrazin-2-amine